3-(2,5-dichloropyrimidin-4-ylamino)-thiophene-2-carboxylic acid methyl ester COC(=O)C=1SC=CC1NC1=NC(=NC=C1Cl)Cl